ClC=1C(=NC(=NC1)C#CC1CN(CCC1)C(=O)OC(C)(C)C)NC=1C=C2C=C(C(N(C2=CC1)C)=O)OCC(C)=O tert-butyl 3-[2-(5-chloro-4-[[1-methyl-2-oxo-3-(2-oxopropoxy)quinolin-6-yl]amino]pyrimidin-2-yl)ethynyl]piperidine-1-carboxylate